OC(=O)C(F)(F)F.CN1CCC(CC1)NC1=C(C#N)C=CC=C1 2-((1-methylpiperidin-4-yl)amino)benzonitrile TFA salt